4-(benzyloxy)azepane C(C1=CC=CC=C1)OC1CCNCCC1